4-Bromo-N,N-bis(4-methoxyphenyl)aniline methyl-N-[4-methyl-5-({4-[(2S)-2-{[8-(pyridin-2-yl)quinazolin-4-yl]amino}propyl]piperazin-1-yl}sulfonyl)-1,3-thiazol-2-yl]carbamate COC(NC=1SC(=C(N1)C)S(=O)(=O)N1CCN(CC1)C[C@H](C)NC1=NC=NC2=C(C=CC=C12)C1=NC=CC=C1)=O.BrC1=CC=C(N(C2=CC=C(C=C2)OC)C2=CC=C(C=C2)OC)C=C1